C(C)(C)C1=C(C(C=NCCN=CC=2C(O)=C(C=CC2)C(C)C)=CC=C1)O bis(3-isopropyl-salicylidene)-ethylenediamine